N1=C(NC2=C1C=CC=C2)C2=CC=CC=C2C(=O)N benzimidazole-2-benzamide